(3R,4R,5R,6R)-6-(acetoxymethyl)-3-(2-cyclobutylacetamido)tetrahydro-2H-pyran-2,4,5-triyl triacetate C(C)(=O)OC1O[C@@H]([C@@H]([C@@H]([C@H]1NC(CC1CCC1)=O)OC(C)=O)OC(C)=O)COC(C)=O